1-[3-(4-benzyloxy-6-methyl-2-pyridyl)-4-(trifluoromethyl)-2-pyridyl]-4,4-difluoro-azepane C(C1=CC=CC=C1)OC1=CC(=NC(=C1)C)C=1C(=NC=CC1C(F)(F)F)N1CCC(CCC1)(F)F